2-[(2R,5S)-2,5-Dimethylpyrrolidin-1-yl]-N-[(2-oxo-1H-pyridin-3-yl)sulfonyl]-6-(p-tolyl)pyridin-3-carboxamid C[C@H]1N([C@H](CC1)C)C1=NC(=CC=C1C(=O)NS(=O)(=O)C=1C(NC=CC1)=O)C1=CC=C(C=C1)C